tert-butyl N-[6-(1-hydroxypent-4-enyl)-2-[5-[2,2,2-trifluoro-1-(2-fluoro-5-iodo-phenyl)-1-hydroxy-ethyl]-1,3,4-oxadiazol-2-yl]-5-(trifluoromethyl)-3-pyridyl]carbamate OC(CCC=C)C1=C(C=C(C(=N1)C=1OC(=NN1)C(C(F)(F)F)(O)C1=C(C=CC(=C1)I)F)NC(OC(C)(C)C)=O)C(F)(F)F